C(CCCCCCCCCCCCCCCCCCCCCCCCCCCCCCCCCC)(=O)OCCCCCCCCCCCCCCCCCCCCCCCCCCC heptacosan-1-yl pentatriacontanoate